COC(C1(CCN(CC1)C1=CC=C(C=C1)C1C(NC(CC1)=O)=O)F)OC 3-[4-[4-(dimethoxymethyl)-4-fluoro-1-piperidinyl]phenyl]piperidine-2,6-dione